C(C)(C)(C)OC(=O)N[C@@H]1CN(C[C@H]1F)C(=O)OCC1=CC=CC=C1 Benzyl (3R,4R)-3-(tert-butoxycarbonylamino)-4-fluoro-pyrrolidine-1-carboxylate